[4-(6-Amino-pyridazin-3-yl)-piperidin-1-yl]-{3-methoxy-4-[6-(1-methyl-cyclopropylmethoxy)-pyridin-3-yl]-phenyl}-methanone NC1=CC=C(N=N1)C1CCN(CC1)C(=O)C1=CC(=C(C=C1)C=1C=NC(=CC1)OCC1(CC1)C)OC